5-((2,6-dioxopiperidin-3-yl)(methyl)amino)-2-(piperidin-4-yl)phenyl sulfurofluoridate S(OC1=C(C=CC(=C1)N(C)C1C(NC(CC1)=O)=O)C1CCNCC1)(=O)(=O)F